B([O-])([O-])[O-].FC(CCC(F)(F)F)[N+](CCCC)(CCCC)CCCC.FC(CCC(F)(F)F)[N+](CCCC)(CCCC)CCCC.FC(CCC(F)(F)F)[N+](CCCC)(CCCC)CCCC tetrafluorotetrabutylammonium borate